Cl.C(C)(C)C1=CN=C2N1N=C(C=C2NCC2=C(C=CC=C2)OC(F)(F)F)NC[C@H]2CNCCO2 (R)-3-ISOPROPYL-N6-(MORPHOLIN-2-YLMETHYL)-N8-(2-(TRIFLUOROMETHOXY)BENZYL)IMIDAZO[1,2-B]PYRIDAZINE-6,8-DIAMINE HYDROCHLORIDE